1-[3-(5-chloro-2-methoxyphenyl)-1,2,4-oxadiazol-5-yl]-N-(pyridin-2-ylmethyl)-6-azaspiro[2.5]octane-6-sulfonamide ClC=1C=CC(=C(C1)C1=NOC(=N1)C1CC12CCN(CC2)S(=O)(=O)NCC2=NC=CC=C2)OC